C(C)(=O)N1[C@@H](CC(C1)C1=CC(=C(C=C1)OC(F)F)OCC1CC1)CC#N ((2S)-1-acetyl-4-(3-(cyclopropylmethoxy)-4-(difluoromethoxy)phenyl)pyrrolidin-2-yl)acetonitrile